2-(di-tert-butylphosphino)-3,6-dimethoxy-2',4',6'-triisopropyl-1,1'-biphenyl C(C)(C)(C)P(C1=C(C(=CC=C1OC)OC)C1=C(C=C(C=C1C(C)C)C(C)C)C(C)C)C(C)(C)C